C(C)OC1=NC=CC=C1C1=NC=2CN(CC3(C2C=C1)CCN(CC3)C3=C(C(=CC=C3)OC)C(F)(F)F)C(CC(=O)O)=O 3-(2'-(2-ethoxypyridin-3-yl)-1-(3-methoxy-2-(trifluoromethyl)phenyl)-6'H-spiro[piperidine-4,5'-[1,7]naphthyridin]-7'(8'H)-yl)-3-oxopropanoic acid